BrC1=C(C=C(C(=O)O)C=C1)C(F)(F)F 4-bromo-3-trifluoromethylbenzoic acid